ClC=1C=C(C(=C(C#N)C1)C)OC1=C(N=CNC1=O)C(C)(F)F 5-chloro-3-((4-(1,1-difluoroethyl)-6-oxo-1,6-dihydropyrimidin-5-yl)oxy)-2-methylbenzonitrile